2,7-dimethyl-3,6-di-tert-butyl-9,10-dihydroanthracene CC1=CC=2CC3=CC(=C(C=C3CC2C=C1C(C)(C)C)C(C)(C)C)C